N1C(NC(C2=C1C=CN=C2)=O)=O pyrido[4,3-d]pyrimidine-2,4(1H,3H)-dione